(1R)-1-[5-(4-fluoro-2,3-dihydro-1H-inden-1-yl)-1,2,4-oxadiazol-3-yl]-6-azaspiro[2.5]octane-6-sulfonamide FC1=C2CCC(C2=CC=C1)C1=NC(=NO1)[C@@H]1CC12CCN(CC2)S(=O)(=O)N